OC(C)C1=NNC(=C1)C(=O)O 3-(1-hydroxyethyl)-1H-pyrazole-5-carboxylic acid